NC=1C=CC(=C(C1)NC1=NC(=NC=C1C1=CC(=CC=C1)C(F)(F)F)NC=1C=NN(C1)C)F N4-(5-amino-2-fluorophenyl)-N2-(1-methyl-1H-pyrazol-4-yl)-5-[3-(trifluoromethyl)phenyl]pyrimidine-2,4-diamine